3-((tert-butyldimethylsilyl)oxy)-2-(4-(trifluoromethyl)benzyl)propanenitrile [Si](C)(C)(C(C)(C)C)OCC(C#N)CC1=CC=C(C=C1)C(F)(F)F